N-alanyl-dopamine N[C@@H](C)C(=O)NCCC1=CC(O)=C(O)C=C1